OC1=C(C=CC(=C1)OC(F)(F)F)C=1C(N(C(=NN1)N[C@H]1CN(CCC1)CCO)C)=O (R)-6-(2-hydroxy-4-(trifluoromethoxy)phenyl)-3-((1-(2-hydroxyethyl)piperidin-3-yl)amino)-4-methyl-1,2,4-triazin-5(4H)-one